triethoxysilyl-3-(trimethoxypropyl)ureido-3-methoxypropyltrimethoxysilane C(C)O[Si](OCC)(OCC)C(O[Si](OC)(OC)CCCOC)NC(=O)NCCC(OC)(OC)OC